FCCCN1C2C(=CC=3C=C(C(=CC13)OCCCN1CCCC1)OC)CCC2 N-(3-fluoropropyl)-7-methoxy-6-[3-(pyrrolidin-1-yl)propoxy]-1H,2H,3H-cyclopenta[b]quinolin